BrC1=C(C=[NH+]C=C1)C 4-bromo-3-methyl-pyridin-1-ium